OC1CN(C1)C1=NC=CC(=C1C)N1N=CC(=C1C(F)(F)F)C(=O)N 1-(2-(3-hydroxyazetidin-1-yl)-3-methylpyridin-4-yl)-5-(trifluoromethyl)-1H-pyrazole-4-carboxamide